FURO[2,3-C]PYRIDINE-7-BORONIC ACID O1C=CC=2C1=C(N=CC2)B(O)O